3,3-difluoro-1-(1H-1,2,3-triazol-4-yl)cyclobutan-1-amine bis(hydrochloride) Cl.Cl.FC1(CC(C1)(N)C=1N=NNC1)F